C1(CC1)OC1=C(C(=C(C(=C1F)F)F)F)S(=O)(=O)N 2-Cyclopropoxy-3,4,5,6-tetrafluorobenzenesulfonamide